N-[4-[(Benzyl)(4-nitrophenyl)amino]-1-methylpyrrole-2-carbonyl]pyrrolidine C(C1=CC=CC=C1)N(C=1C=C(N(C1)C)C(=O)N1CCCC1)C1=CC=C(C=C1)[N+](=O)[O-]